2-(8-(((1s,3s)-3-hydroxy-3-methylcyclobutyl)amino)pyrido[2,3-d]pyridazin-5-yl)-5-(trifluoromethyl)phenol OC1(CC(C1)NC=1N=NC(=C2C1N=CC=C2)C2=C(C=C(C=C2)C(F)(F)F)O)C